ClC=1C=CC(=C(C1)C1=CC(N(C=C1OC)C(C(=O)NC=1C=CC(=NC1)C(=O)N)CC)=O)C1=NOC(=C1)C(F)F 5-({2-[4-{5-chloro-2-[5-(difluoromethyl)-1,2-oxazol-3-yl]phenyl}-5-methoxy-2-oxopyridin-1(2H)-yl]butyryl}amino)pyridine-2-carboxamide